COC(COC1=NN(C(=N1)C1=C(C=C(C=C1)Cl)F)C1=C(C=C(C=C1)F)F)=O methyl-{[5-(4-chloro-2-fluorophenyl)-1-(2,4-difluorophenyl)-1H-1,2,4-triazole-3-yl]oxy}acetate